C[Si]1(CC(CC1)N1C(=CC2=C1N=C(S2)C2=CC=CC=C2)C(=O)N)C (1,1-dimethylsilacyclopentane-3-yl)-2-phenyl-4H-pyrrolo[2,3-d]Thiazole-5-carboxamide